C(C1=CC=CC=C1)OC=1C(=C(C(=C(C1)[C@H]1[C@@H](O[C@]([C@H]1C)(C(F)(F)F)C)C(=O)NC1=CC(=NC=C1)C(=O)OC)OC)F)F methyl 4-((2R,3S,4S,5R)-3-(5-(benzyloxy)-3,4-difluoro-2-methoxyphenyl)-4,5-dimethyl-5-(trifluoromethyl)tetrahydrofuran-2-carboxamido)picolinate